5-(2,5-dioxopyrrolidin-1-yl) 1-methyl ((benzyloxy)carbonyl)-L-glutamate C(C1=CC=CC=C1)OC(=O)N[C@@H](CCC(=O)ON1C(CCC1=O)=O)C(=O)OC